2-(4-fluorophenyl)-3-hydroxypropane-1-one FC1=CC=C(C=C1)C(C=O)CO